C(C)(C)(C)OC(=O)N1N=C(C=C1)OC1=CC(=C(C=C1)NC(=O)OCC1=CC=CC=C1)F.ClC=1C(=C(N=NC1)C(=C)C(F)(F)F)OC chloro-4-methoxy-3-[1-(trifluoromethyl)vinyl]pyridazine tert-butyl-3-(4-(((benzyloxy)carbonyl)amino)-3-fluorophenoxy)-1H-pyrazole-1-carboxylate